(7-methoxy-5-methylbenzothiophene-2-yl)boric acid COC1=CC(=CC=2C=C(SC21)OB(O)O)C